C(C)OC(=O)[C@@H]1[C@@H]2CC[C@H](C(N1)=O)N2.C(C)N2N=C1C=CC=CC1=C2C(=O)C2=CC=C(C=C2)O (2-ethyl-2H-indazol-3-yl)(4-hydroxyphenyl)methanone Ethyl-(1S,2S,5R)-4-oxo-3,8-diazabicyclo[3.2.1]octane-2-carboxylate